B([O-])([O-])[O-].[Li+].[Fe+2].[Ti+4] titanium-iron-lithium borate